CC1=NC(=CC=C1C1CCN(CC1)CC=1C=C(NC(C1)=O)NC(OCC)=O)C(NC)=O ethyl (4-((4-(2-methyl-6-(methylcarbamoyl)pyridin-3-yl)piperidin-1-yl)methyl)-6-oxo-1,6-dihydropyridin-2-yl)carbamate